N'-((3-((R)-1-cyclopropylethyl)bicyclo[4.2.0]octa-1(6),2,4-trien-2-yl)carbamoyl)-2-((R)-1,2-dihydroxypropan-2-yl)-N-((S)-1-(4-methoxyphenyl)ethyl)thiazole-5-sulfonimidamide C1(CC1)[C@@H](C)C1=C(C=2CCC2C=C1)NC(=O)N=S(=O)(N[C@@H](C)C1=CC=C(C=C1)OC)C1=CN=C(S1)[C@](CO)(C)O